5-oxabicyclo[2.1.1]hexan-2-amine C12C(CC(O1)C2)N